(7S)-9-(2,6-difluorophenyl)-3-isopropyl-7-methyl-13,16-dioxa-18-thia-2,4,5,8-tetrazatetracyclo[8.8.0.02,6.011,17]octadeca-1(10),3,5,8,11(17)-pentaene FC1=C(C(=CC=C1)F)C1=N[C@H](C2=NN=C(N2C=2SC=3OCCOCC3C12)C(C)C)C